(S)-6-fluoro-5-(1-(2-fluorophenyl)ethyl)-3-((pyridin-3-ylmethyl)amino)-4H-benzo[e][1,2,4]thiadiazine 1,1-dioxide FC=1C=CC2=C(NC(=NS2(=O)=O)NCC=2C=NC=CC2)C1[C@@H](C)C1=C(C=CC=C1)F